C1(CC1)N1N=CC(=C1)C=1C=NC=2CCN(CC2C1)C1=C(C(=C(N=N1)C#N)C)C 6-[3-(1-cyclopropylpyrazol-4-yl)-7,8-dihydro-5H-1,6-naphthyridin-6-yl]-4,5-dimethyl-pyridazine-3-carbonitrile